(3R)-3-amino-7-[5-(3-azabicyclo[3.1.1]heptan-1-yl)-1,2,4-oxadiazol-3-yl]-8-fluoro-1-oxo-5-[[4-(trifluoromethoxy)phenyl]methyl]-2,3-dihydro-1λ4,5-benzothiazepin-4-one N[C@H]1CS(C2=C(N(C1=O)CC1=CC=C(C=C1)OC(F)(F)F)C=C(C(=C2)F)C2=NOC(=N2)C21CNCC(C2)C1)=O